The molecule is a member of the class of chalcones that is chalcone substituted by methoxy groups at positions 2', 6' and 9 and a dimethylpyrano ring substituted across positions 3' and 4'. It has a role as a metabolite. It is a member of chalcones and an enol ether. CC1(C=CC2=C(C(=C(C=C2O1)OC)/C(=C/C(=O)C3=CC=CC=C3)/OC)OC)C